6-(7-Boc-6,8-dihydro-5H-pyrido[3,4-d]pyrimidin-2-yl)-1-(3-chlorophenyl)-7-oxo-4,5-dihydropyrazolo[3,4-c]pyridine-3-carboxylic acid C(=O)(OC(C)(C)C)N1CC=2N=C(N=CC2CC1)N1C(C2=C(CC1)C(=NN2C2=CC(=CC=C2)Cl)C(=O)O)=O